C(C)N1N=CC=2C1=CN=C(C2)[C@@H](C)N[S@](=O)C(C)(C)C (R)-N-((R)-1-(1-ethyl-1H-pyrazolo[3,4-c]pyridin-5-yl)ethyl)-2-methylpropan-2-sulfinamide